1-(2-((8-(((1,1,1,3,3,3-hexafluoropropan-2-yl)oxy)carbonyl)-1,8-diazaspiro[4.5]decan-1-yl)methyl)-5-(trifluoromethyl)phenyl)cyclopentane-1-carboxylic acid FC(C(C(F)(F)F)OC(=O)N1CCC2(CCCN2CC2=C(C=C(C=C2)C(F)(F)F)C2(CCCC2)C(=O)O)CC1)(F)F